N(N)C1=C2C=NN(C2=CC=C1)C 4-Hydrazinyl-1-methyl-1H-indazole